ethyl (6R)-6-methoxy-1-methylenetetrahydro-1H-pyrrolizine-7a(5H)-carboxylate CO[C@H]1CN2CCC(C2(C1)C(=O)OCC)=C